[(Z)-hex-3-enyl] 2-hydroxybenzoate (cis-3-hexenyl salicylate) C(=C/CCCC)/C1=C(C(C(=O)O)=CC=C1)O.OC1=C(C(=O)OCC\C=C/CC)C=CC=C1